NC1=NC(=CC(=N1)NCCCC)CC1=CC=C(C=C1)CN(C)C 2-amino-4-(butylamino)-6-(4-((dimethylamino)methyl)benzyl)pyrimidine